ClC1=NC(=NC=C1C(F)(F)F)NC1=C(C=C(C=C1)N1C2CN(CC1C2)C(=O)OC(C)(C)C)CC tert-butyl 6-(4-((4-chloro-5-(trifluoromethyl)pyrimidin-2-yl)amino)-3-ethylphenyl)-3,6-diazabicyclo[3.1.1]heptane-3-carboxylate